3-(3-chlorophenyl)-1-(2-chloropyridin-3-yl)prop-2-yn-1-one ClC=1C=C(C=CC1)C#CC(=O)C=1C(=NC=CC1)Cl